3,12-disulfanyl-2,4,11,13,16-pentaoxa-3λ5,12λ5-diphosphatricyclo[13.3.0.06,9]octadecane-3,12-dione SP1(OC2CCOC2COP(OCC2CCC2CO1)(=O)S)=O